CC1=C(C=C(C=C1)C1=NN=NN1)N1C2=C(NCC=C1)C1=CC=CC=C1C=C2 5-[2-methyl-5-(1H-tetrazol-5-yl)phenyl]-1H-naphtho[1,2-b][1,4]diazepine